6-(2-amino-6-fluoro-5-(3-((4-methoxypiperidin-1-yl)methyl)-4-(tetrahydro-2H-pyran-4-yl)phenyl)pyridin-3-yl)-3,4-dihydroisoquinolin-1(2H)-one NC1=NC(=C(C=C1C=1C=C2CCNC(C2=CC1)=O)C1=CC(=C(C=C1)C1CCOCC1)CN1CCC(CC1)OC)F